2-(5-chloro-[1,1':4',1''-terphenyl]-3-yl)-9,9-dimethyl-9H-fluorene ClC=1C=C(C=C(C1)C1=CC=C(C=C1)C1=CC=CC=C1)C1=CC=2C(C3=CC=CC=C3C2C=C1)(C)C